3-(4-(7-chloro-3-propyldibenzo[b,f][1,4]oxazepin-11-yl)piperazin-1-yl)-2,2-dimethylpropionic acid ClC=1C=CC2=C(OC3=C(C(=N2)N2CCN(CC2)CC(C(=O)O)(C)C)C=CC(=C3)CCC)C1